2-(6-vinylpyridin-3-yl)acetic acid methyl ester COC(CC=1C=NC(=CC1)C=C)=O